2-(3-((S)-1-amino-1,3-dihydrospiro[indene-2,4'-piperidine]-1'-yl)-6-(2,3-dichlorophenyl)-5-methylpyrazin-2-yl)cyclopropane-1-ol N[C@@H]1C2=CC=CC=C2CC12CCN(CC2)C=2C(=NC(=C(N2)C)C2=C(C(=CC=C2)Cl)Cl)C2C(C2)O